Tert-Butyl (R)-1-(((S)-tert-butylsulfinyl)amino)-6-chloro-1,3-dihydrospiro[indene-2,4'-piperidine]-1'-carboxylate C(C)(C)(C)[S@](=O)N[C@H]1C2=CC(=CC=C2CC12CCN(CC2)C(=O)OC(C)(C)C)Cl